(S)-2-{2-[4-amino-5-(4-phenoxy-phenyl)-pyrrolo[2,3-d]pyrimidin-7-ylmethyl]-pyrrolidine-1-carbonyl}-3-cyclopropyl-acrylonitrile NC=1C2=C(N=CN1)N(C=C2C2=CC=C(C=C2)OC2=CC=CC=C2)C[C@H]2N(CCC2)C(=O)C(C#N)=CC2CC2